naphthyl-γ-butyrolactone C1(=CC=CC2=CC=CC=C12)C1C(=O)OCC1